CN(C1=NC=2N(C3=CC(=CC=C13)C)C=NN2)C2=CC=CC=C2 N,8-dimethyl-N-Phenyl-[1,2,4]triazolo[4,3-a]quinazolin-5-amine